COC1=CC=C2C(C(=CNC2=C1)C(=O)O)=O 7-methoxy-4-oxo-1,4-dihydroquinoline-3-carboxylic acid